((2-amino-5-bromopyridin-3-yl)amino)-2-(2-oxa-6-azaspiro[3.3]hept-6-yl)propanoic acid methyl ester COC(C(C)(N1CC2(COC2)C1)NC=1C(=NC=C(C1)Br)N)=O